(S)-tert-butyl 4-(7-(2-acetoxy-3-methoxyphenyl)-6-cyclopropyl-1-(2-isopropyl-4-methylpyridin-3-yl)-2-oxo-1,2-dihydropyrido[2,3-d]pyrimidin-4-yl)-3-methylpiperazine-1-carboxylate C(C)(=O)OC1=C(C=CC=C1OC)C=1C(=CC2=C(N(C(N=C2N2[C@H](CN(CC2)C(=O)OC(C)(C)C)C)=O)C=2C(=NC=CC2C)C(C)C)N1)C1CC1